methylcyclopentadec-5-enone CC1C(CCCCCCCCCC=CCC1)=O